O-tertiary butyl-L-serine C(C)(C)(C)OC[C@H](N)C(=O)O